COC(CC1=C(C=NC=C1)Br)=O 2-(3-bromo-4-pyridinyl)acetic acid methyl ester